CN(C1=NC=C(C=C1)N1C[C@H](CCC1)NCC1=CC(=NC=C1)C)C N,N-dimethyl-5-[(3S)-3-{[(2-methylpyridin-4-yl)methyl]amino}piperidin-1-yl]pyridin-2-amine